2-[(2-{[2-methoxy-4-methyl-5-(4-methylpiperazin-1-yl)phenyl]amino}-5,5-dimethyl-6,7-dihydro-5H-pyrrolo[2,3-d]pyrimidin-4-yl)amino]-N-(prop-2-yl)benzenesulfonamide COC1=C(C=C(C(=C1)C)N1CCN(CC1)C)NC=1N=C(C2=C(N1)NCC2(C)C)NC2=C(C=CC=C2)S(=O)(=O)NC(C)C